FC1([C@@H]([C@H]1C1=NSC(=N1)C1=CC=CC=C1)C1=CC=C(C=C1)S(=O)(=O)N)F 4-[(1S,3S)-2,2-difluoro-3-(5-phenyl-1,2,4-thiadiazol-3-yl)cyclopropyl]benzenesulfonamide